ClC1=CC=C(C=C1)C(C)(C#C)C=1N=C(SC1)NC(=O)NCC1=CC(=C(C=C1)N1CCNCC1)F 1-(4-(2-(4-chlorophenyl)-but-3-yn-2-yl)thiazol-2-yl)-3-(3-fluoro-4-(piperazin-1-yl)benzyl)urea